CCC(\C=C\C)=O (E)-hex-4-en-3-one